2-((6-(4-(((4-(furan-2-yl)pyrimidin-2-yl)amino)methyl)-3-methylisoxazol-5-yl)-2-methylpyridin-3-yl)carbamoyl)cyclohexane-1-carboxylic acid O1C(=CC=C1)C1=NC(=NC=C1)NCC=1C(=NOC1C1=CC=C(C(=N1)C)NC(=O)C1C(CCCC1)C(=O)O)C